OC(=O)C(F)(F)F.C(#N)C=1C=CC(=C(C1)C1=CN=C(O1)C(=O)N[C@H]1CN[C@H](C1)COC)OC1CC1 5-(5-Cyano-2-cyclopropoxyphenyl)-N-((3R,5R)-5-(methoxymethyl)pyrrolidin-3-yl)oxazole-2-carboxamide TFA salt